NCCN1CC2(C1)CC(C2)OC2=C1C=CN(C(C1=C(C=C2)Cl)=O)C 5-[[2-(2-aminoethyl)-2-azaspiro[3.3]heptan-6-yl]oxy]-8-chloro-2-methyl-isoquinolin-1-one